C/C(/C(CC#C)O)=C\C=C\CC[C@H](CCC)C (5E,7E,11S)-5,11-dimethyl-5,7-tetradecadien-1-yn-4-ol